5-(2-Aminopyridin-4-yl)-7-(3,3-dimethylbut-1-yn-1-yl)-1H-indazol-3-amine NC1=NC=CC(=C1)C=1C=C2C(=NNC2=C(C1)C#CC(C)(C)C)N